FC(COC=1C=CC(=NC1)C=1C(=NC=CN1)C(C)NC(C1=CC(=CC(=C1)C(F)(F)F)OCC(F)(F)F)=O)F N-[1-[3-[5-(2,2-difluoroethoxy)-2-pyridyl]pyrazin-2-yl]ethyl]-3-(2,2,2-trifluoroethoxy)-5-(trifluoromethyl)benzamide